NC[C@@H]1N(CCC1)CC (R)-2-aminomethyl-1-ethylpyrrolidine